BrC1=CC=C(C=C1)C1=NC2=C(C=CC=C2C(N1)(C(=O)O)C)Cl 2-(4-bromophenyl)-8-chloro-4-methyl-3H-quinazoline-4-carboxylic acid